NC=1C(=C(C=C2C=C(N=CC12)NC(OC1C(CC1)C)=O)C1=C(C2=C(OCCN2)N=C1)C)F 2-methylcyclobutyl (8-amino-7-fluoro-6-(8-methyl-2,3-dihydro-1H-pyrido[2,3-b][1,4]oxazin-7-yl)isoquinolin-3-yl)carbamate